FC(C1=CC(=NN1C1=CC=C(C=C1)OC(F)(F)F)C1CCN(CC1)C(=O)OC(C)(C)C)F tert-butyl 4-[5-(difluoromethyl)-1-[4-(trifluoromethoxy) phenyl]pyrazol-3-yl]piperidine-1-carboxylate